4,5-dimethylpyridin CC1=CC=NC=C1C